1-(4-(1,1,1,3,3,3-hexafluoro-2-hydroxypropan-2-yl)phenyl)piperidine-4-carbaldehyde FC(C(C(F)(F)F)(O)C1=CC=C(C=C1)N1CCC(CC1)C=O)(F)F